NC1=NC=CC(=C1F)CC=1C(=C(C(=C(C(=O)OC)C1)NC1=C(C=C(C=C1)C)F)F)F methyl 5-((2-amino-3-fluoropyridin-4-yl)methyl)-3,4-difluoro-2-((2-fluoro-4-methylphenyl)amino)benzoate